CC1=CC=C(C=C1)S(=O)(=O)NC(N)=O 3-(p-toluenesulfonyl)urea